FC=1C=CC(=NC1)C=1C(=C(N=NC1C)C(=O)N)OC 5-(5-fluoropyridin-2-yl)-4-methoxy-6-methylpyridazine-3-carboxamide